C(C)S(=O)(=O)NC1=NC=CC(=C1F)CN1C=C(C(=C(C1=O)C)NC1=C(C=C(C=C1)I)F)C(=O)NOC 1-[[2-(Ethylsulfonylamino)-3-fluoropyridine-4-yl]methyl]-4-(2-fluoro-4-iodoanilino)-N-methoxy-5-methyl-6-oxopyridine-3-Carboxamide